C1(CCCCC1)NC(=O)C1=NC(=NC=C1)N1C=NC=C1 N-cyclohexyl-2-(1H-imidazol-1-yl)pyrimidine-4-carboxamide